(S)-5-methoxy-N-((R)-1-phenylethyl)-N-propyl-1,2,3,4-tetrahydronaphthalen-2-amine COC1=C2CC[C@@H](CC2=CC=C1)N(CCC)[C@H](C)C1=CC=CC=C1